C1(=CC=CC=C1)C1=NC2=C3N=C(C=C(C3=CC=C2C(=C1)C1=CC=CC=C1)C1=CC=CC=C1)C1=CC=CC=C1 (E)-2,4,7,9-tetraphenyl-1,10-phenanthroline